N'-{(2S,3R)-2-[(2,3'-difluoro-5'-methyl[1,1'-biphenyl]-3-yl)methyl]-4,4-difluoro-1-[(2S)-oxetane-2-carbonyl]pyrrolidin-3-yl}-N,N-dimethylsulfuric diamide FC1=C(C=CC=C1C[C@@H]1N(CC([C@@H]1NS(N(C)C)(=O)=O)(F)F)C(=O)[C@H]1OCC1)C1=CC(=CC(=C1)C)F